2-(4-phenoxyphenyl)-1H-imidazo[1,2-b]pyrazole-3-carboxamide O(C1=CC=CC=C1)C1=CC=C(C=C1)C=1NC=2N(N=CC2)C1C(=O)N